CC(C)(C(C)C)O 2,3-dimethylbutane-2-ol